SCC1(CCC1)CO (1-(mercaptomethyl)cyclobutyl)methanol